OC/C=C/C1=C2CCN(CC2=CC=C1)C(=O)OC(C)(C)C tert-Butyl 5-[(1E)-3-hydroxyprop-1-en-1-yl]-3,4-dihydroisoquinoline-2(1H)-carboxylate